FC=1C(=C(C(=O)NOCCC=O)C=CC1F)NC1=C(C=C(C=C1)I)F 3,4-difluoro-2-((2-fluoro-4-iodophenyl)amino)-N-(3-oxopropoxy)benzamide